COC(=O)C=1C=C(C2=C(CCO2)C1N)OCC1=CC=CC=C1 4-amino-7-(benzyloxy)-2,3-dihydrobenzofuran-5-carboxylic acid methyl ester